8-[1-[[6-chloro-2-(2-fluorophenyl)-3-pyridyl]amino]ethyl]-3,6-dimethyl-2-(3-pyridyl)benzopyran-4-one ClC1=CC=C(C(=N1)C1=C(C=CC=C1)F)NC(C)C1=CC(=CC=2C(C(=C(OC21)C=2C=NC=CC2)C)=O)C